BrC=1C=CC(=C(C1)N1C(CCC1C(F)(F)F)=O)[N+](=O)[O-] 1-(5-bromo-2-nitrophenyl)-5-(trifluoromethyl)pyrrolidin-2-one